FCCCC1=CC(=C(C=C1OC)CC(CC)N)OC 1-(4-(3-fluoropropyl)-2,5-dimethoxyphenyl)butan-2-amine